CC=1C=C(C=C(C1)[C@@H](CN[C@@H]([C@H]1CNC2=C(N1)N=CC=C2)C2=CC=CC=C2)C)CC(=O)O |o1:7| 2-(3-methyl-5-((S or R)-1-(((R)-phenyl((R)-1,2,3,4-tetrahydropyrido[2,3-b]pyrazin-3-yl)methyl)amino)propan-2-yl)phenyl)acetic acid